Pentan-1,5-diylbis[oxy (5-methoxy-2-nitrobenzen-4,1-diyl)carbonyl (6S)-5-azaspiro[2.4]heptan-5,6-diylmethanediyl] diacetate C(C)(=O)OC[C@H]1N(CC2(CC2)C1)C(=O)C1=C(C=C(C(=C1)OC)OCCCCCOC1=CC(=C(C=C1OC)C(=O)N1CC2(CC2)C[C@H]1COC(C)=O)[N+](=O)[O-])[N+](=O)[O-]